ClC=1N=CC=2N(C(C3=C(N(C2N1)C)C=CC=C3)=O)CC 2-chloro-5-ethyl-11-methyl-5,11-dihydro-6H-benzo[e]pyrimido[5,4-b][1,4]diazepin-6-one